ClC1=CC(=NC(=C1)N(C(C)C)CC)C(=O)NC1=CC=C(C=C1)C(NO)=O 4-Chloro-6-(ethyl-(isopropyl)amino)-N-(4-(hydroxycarbamoyl)phenyl)picolinamide